COC=1N=NC(=CC1S(=O)(=O)Cl)OC 3,6-dimethoxypyridazine-4-sulfonyl chloride